10-(4-(9H-carbazol-1-yl)dibenzo[b,d]furan-2-yl)-10H-phenoxazine C1(=CC=CC=2C3=CC=CC=C3NC12)C1=CC(=CC2=C1OC1=C2C=CC=C1)N1C2=CC=CC=C2OC=2C=CC=CC12